2-amino-6-borono-2-(1-hydroxypropyl)hexanoic acid NC(C(=O)O)(CCCCB(O)O)C(CC)O